4-(trifluoromethyl)-1'h-[1,4'-bipyrazole]-5'-amine FC(C=1C=NN(C1)C=1C=NNC1N)(F)F